C(=O)C1=CC=C(CC2=CC3=C(N(C=N3)C)C=C2CC2=CC=C(C=C2)C=O)C=C1 5,6-bis(4-formylbenzyl)-1-methyl-1H-benzimidazole